ClC=1C(=C(C(=CC1N1CC(CC1)(C1N(CCC1)C)C)F)S(=O)(=O)NC1=NC(=CC=C1)F)F 3-chloro-4-(1,3'-dimethyl-[2,3'-bipyrrolidin]-1'-yl)-2,6-difluoro-N-(6-fluoropyridin-2-yl)benzenesulfonamide